NC=1C2=C(N=CN1)N(C=C2C2=C(C=C(C=C2)NC([C@H](O)C2=CC(=CC=C2)F)=O)C)C (2R)-N-[4-(4-amino-7-methyl-pyrrolo[2,3-d]pyrimidin-5-yl)-3-methyl-phenyl]-2-(3-fluorophenyl)-2-hydroxy-acetamide